ClC=1C=C(C=C(C1)Cl)CCN1C[C@H](NCC1)COC1=CC=C(C=C1)S(=O)(=O)C (3S)-1-[2-(3,5-dichlorophenyl)ethyl]-3-[(4-methanesulfonylphenoxy)methyl]piperazine